(E)-4-bromo-2,6-difluorobenzeneFormaldoxime BrC1=CC(=C(C(=C1)F)\C=N\O)F